C(N)(=O)C1=NN(C(=C1)C)C1=CC=C(CC2=CC=C(C=C2)C2=NC=C(C(=O)N3CCN(CC3)C(=O)OC(C)(C)C)C=C2)C=C1 tert-Butyl 4-(6-(4-(4-(3-carbamoyl-5-methyl-1H-pyrazol-1-yl)benzyl)phenyl)nicotinoyl)piperazine-1-carboxylate